o-methoxyl-cinnamaldehyde O(C)C1=C(C=CC=O)C=CC=C1